COC(=O)C1(CC2=C(C(=CC(=C2C1)C)CCCCOS(=O)(=O)C1=CC=C(C)C=C1)C)C(=O)OC 4,7-dimethyl-6-(4-(tosyloxy)butyl)-1,3-dihydro-2H-indene-2,2-dicarboxylic acid dimethyl ester